(R)-4-((1-(3-(difluoromethyl)-2-fluorophenyl)ethyl)amino)-2-methoxy-8-methyl-6-(pyridin-3-yl)pyrido[4,3-d]pyrimidin-7(6H)-one FC(C=1C(=C(C=CC1)[C@@H](C)NC=1C=2C(N=C(N1)OC)=C(C(N(C2)C=2C=NC=CC2)=O)C)F)F